N-(5-chloro-1H-indol-3-yl)-5-(4-methoxyphenyl)isoindoline-2-carboxamide ClC=1C=C2C(=CNC2=CC1)NC(=O)N1CC2=CC=C(C=C2C1)C1=CC=C(C=C1)OC